2-(1,1-dioxo-2,3-dihydro-1,2-benzothiazol-6-yl)-2-methyl-propanoic acid O=S1(NCC2=C1C=C(C=C2)C(C(=O)O)(C)C)=O